N-(2-chloro-4-(trifluoromethyl)phenyl)-2-(6-ethyl-8-oxo-2-(2-oxopyrrolidin-1-yl)-7-(piperazin-1-yl)pyrido[2,3-b]pyrazin-5(8H)-yl)acetamide hydrochloride Cl.ClC1=C(C=CC(=C1)C(F)(F)F)NC(CN1C(=C(C(C=2C1=NC=C(N2)N2C(CCC2)=O)=O)N2CCNCC2)CC)=O